tert-butyl (S)-(1-((3,4-dichlorophenyl)amino)-1-oxo-5-ureidopentan-2-yl)carbamate ClC=1C=C(C=CC1Cl)NC([C@H](CCCNC(=O)N)NC(OC(C)(C)C)=O)=O